2-[[2-(ethoxymethyl)imidazo[4,5-c]quinolin-1-yl]methoxy]ethyl-trimethylsilane C(C)OCC=1N(C2=C(C=NC=3C=CC=CC23)N1)COCC[Si](C)(C)C